ClC1=C(C=NC(=C1)C(NC)=O)COC=1C=C(C=CC1F)C1=C(C=C(C(=C1)F)CC1=NC2=C(N1C[C@H]1OCC1)C=C(C=C2F)C(=O)O)F (S)-2-((3'-((4-chloro-6-(methylcarbamoyl)pyridin-3-yl)methoxy)-2,4',5-trifluoro-[1,1'-biphenyl]-4-yl)methyl)-4-fluoro-1-(oxetan-2-ylmethyl)-1H-benzo[d]imidazole-6-carboxylic acid